4-butoxy-phenyldiphenylsulfonium tetrafluoroborate F[B-](F)(F)F.C(CCC)OC1=CC=C(C=C1)[S+](C1=CC=CC=C1)C1=CC=CC=C1